C1(=CC=CC=C1)[B-](C1=CC=CC=C1)(C1=CC=CC=C1)C1=CC=CC=C1.C(C)(C)(C)[PH+](C(C)(C)C)C(C)(C)C tris(tertiary butyl)phosphonium tetraphenylborate